C(C)OC(C1=CC=C(C=C1)OC1CN(C1)C(C1=CC=CC=C1)C1=CC=CC=C1)=O 4-((1-Benzhydryl-azetidin-3-yl)oxy)benzoic acid ethyl ester